C(CCCCCCCCCCC)(=O)OCC(CO)(COCC(CO)(CO)CO)CO dipentaerythritol dodecanoate